(3S,6S)-6-methyl-morpholine C[C@@H]1OCCNC1